5,6-dimethoxy-2-(pyrrolidinyl)indan COC=1C=C2CC(CC2=CC1OC)N1CCCC1